(10R,11S,13S,17S)-11-hydroxy-17-(hydroxymethyl)-10,13-dimethyl-6,7,8,9,10,11,12,13,14,15,16,17-dodecahydro-3H-cyclopenta[a]phenanthren-3-one O[C@H]1C[C@@]2([C@H](CCC2C2CCC3=CC(C=C[C@@]3(C12)C)=O)CO)C